C1(CC1)C=1C=NN(C1)[C@H]1[C@@H](CC1)C=1NC(C2=C(N1)N(N=C2C#N)[C@@H](C)C=2C=NC(=CC2)C(F)(F)F)=O 6-((1R,2R)-2-(4-cyclopropyl-1H-pyrazol-1-yl)cyclobutyl)-4-oxo-1-((S)-1-(6-(trifluoromethyl)pyridin-3-yl)ethyl)-4,5-dihydro-1H-pyrazolo[3,4-d]pyrimidine-3-carbonitrile